((1s,3s)-3-hydroxy-3-methylcyclobutyl)(7-(imidazo[1,2-a]pyridin-3-yl)-2-azaspiro[3.5]non-2-yl)methanone praseodymium [Pr].OC1(CC(C1)C(=O)N1CC2(C1)CCC(CC2)C2=CN=C1N2C=CC=C1)C